ethyl-5-(5-(trifluoromethyl)quinolin-8-yl)pyridin-2-amine C(C)C=1C(=NC=C(C1)C=1C=CC(=C2C=CC=NC12)C(F)(F)F)N